1,1-dimethoxy-7,9-undecadiene COC(CCCCCC=CC=CC)OC